adenosine 5'-triphosphate magnesium salt [Mg+2].P([O-])(=O)(OP(=O)([O-])OP(=O)([O-])[O-])OC[C@@H]1[C@H]([C@H]([C@@H](O1)N1C=NC=2C(N)=NC=NC12)O)O.[Mg+2]